3-aminododecene-1,12-diol NC(C=CO)CCCCCCCCCO